2-[(2R)-3-(3,4-dihydro-1H-isoquinolin-2-yl)-2-hydroxy-propyl]-6-(4-pyridylmethylamino)-3,4-dihydroisoquinolin-1-one C1N(CCC2=CC=CC=C12)C[C@H](CN1C(C2=CC=C(C=C2CC1)NCC1=CC=NC=C1)=O)O